(S)-2-((2-(7-ethyl-7-hydroxy-8,11-dioxo-7,8,11,13-tetrahydro-10H-[1,3]dioxolo[4,5-g]pyrano[3',4':6,7]indolizino[1,2-b]quinolin-14-yl)ethyl)(isopropyl)amino)-2-oxoethyl acetate C(C)(=O)OCC(=O)N(C(C)C)CCC1=C2C(=NC=3C=C4C(=CC13)OCO4)C4=CC1=C(C(N4C2)=O)COC([C@]1(O)CC)=O